N=1C(=NN2C1C=CC=C2)NC2=CC(=C(C(=O)N([C@H]1CNCCC1)C1=NC=CC3=CC=CC(=C13)C)C=C2)F (R)-4-([1,2,4]triazolo[1,5-a]pyridin-2-ylamino)-2-fluoro-N-(8-methylisoquinolin-1-yl)-N-(piperidin-3-yl)benzamide